tert-butyl 4-(5-bromopyrazol-1-yl)piperidine-1-carboxylate BrC1=CC=NN1C1CCN(CC1)C(=O)OC(C)(C)C